p-Anisaldehyde dimethylacetal COC1=CC=C(C=C1)C(OC)OC